Cl.ClC=1C=C(CNCCC2(CCC(N(C2)C)=O)C2=NC=CC=C2)C=CC1 5-(2-((3-chlorobenzyl)amino)ethyl)-1-methyl-5-(pyridin-2-yl)piperidin-2-one hydrochloride